CCC(CCC)NCCCCCCCCCCCN N-(Hexane-3-yl)undecane-1,11-diamine